FC1=C(C=CC(=C1)F)CC1CC2(CN(C2)C(=O)OC[C@H]2NC(OC2)=O)C1 [(4S)-2-Oxooxazolidin-4-yl]methyl 6-[(2,4-difluorophenyl)methyl]-2-azaspiro[3.3]heptane-2-carboxylate